CC(C[C@H](C)OC1=C(C(=O)NC2CCNCC2)C=CC=C1)C [(2S)-4-methylpentan-2-yl]oxyl-N-(piperidin-4-yl)benzamide